CCCCCCCCCC/C=C\CCCCCCCCCC(=O)O[C@H](COC(=O)CC/C=C\C/C=C\C/C=C\C/C=C\C/C=C\C/C=C\CC)COP(=O)(O)OC[C@@H](C(=O)O)N 1-(4Z,7Z,10Z,13Z,16Z,19Z-docosahexaenoyl)-2-(11Z-docosenoyl)-glycero-3-phosphoserine